OCCCN1C=CC2=NC(=CC(=C21)CN2CCCC2)C=2C=C1CN(C(C1=CC2)=O)C2C(NC(CC2)=O)=O 3-(5-(1-(3-hydroxypropyl)-7-(pyrrolidin-1-ylmethyl)-1H-pyrrolo[3,2-b]pyridin-5-yl)-1-oxoisoindolin-2-yl)piperidine-2,6-dione